NC1=NC(=C(C=C1C=1C=C2CCN=CC2=CC1F)C1=CC=C(C=C1)N1CCNCC1)F 6-(2-amino-6-fluoro-5-(4-(piperazin-1-yl)phenyl)pyridin-3-yl)-7-fluoro-3,4-dihydroisoquinolin